COC1=C(C(=CC(=C1)C)C)C=1C=CC=2C(=NC(=CN2)[C@H]2CN(CCC2)C(=O)OC(C)(C)C)N1 tert-butyl (3R)-3-[6-(2-methoxy-4,6-dimethyl-phenyl)pyrido[2,3-b]pyrazin-3-yl]piperidine-1-carboxylate